COC(C(C)(C)OC)=O methyl-α-methoxyisobutyrate